Bis(2,3-dihydroxypropyl)isophthalamide OC(CC1=CC(=C(C=C1C(=O)N)C(=O)N)CC(CO)O)CO